lithium 5-(tert-butoxycarbonyl)-1-cyclopropyl-2-oxo-1,2-dihydropyridine-4-carboxylate C(C)(C)(C)OC(=O)C=1C(=CC(N(C1)C1CC1)=O)C(=O)[O-].[Li+]